((2S,4S)-1-acryloyl-4-(6,8-dichloro-4-(3-(dimethylamino)azetidin-1-yl)-7-(6-fluoroquinolin-8-yl)-1H-[1,2,3]triazolo[4,5-c]quinolin-1-yl)piperidin-2-yl)acetonitrile C(C=C)(=O)N1[C@@H](C[C@H](CC1)N1N=NC=2C(=NC=3C(=C(C(=CC3C21)Cl)C=2C=C(C=C1C=CC=NC21)F)Cl)N2CC(C2)N(C)C)CC#N